BrCC1=CC=C(C(=O)OC(C)(C)C)C=C1 tert-butyl 4-(bromomethyl)benzoate